CN(C(OC(C)(C)C)=O)C[C@@H]1CCOC2=C(C=CC=C12)B1OC(C(O1)(C)C)(C)C (R)-tert-butyl methyl((8-(4,4,5,5-tetramethyl-1,3,2-dioxaborolan-2-yl)chroman-4-yl)methyl)carbamate